6-[1H-Benzimidazol-2-yl-(5-fluoro-2-hydroxy-phenyl)methyl]-3-[4-(1-methyl-4-piperidyl)phenyl]-7H-pyrrolo[3,4-b]pyridin-5-one N1C(=NC2=C1C=CC=C2)C(N2CC1=NC=C(C=C1C2=O)C2=CC=C(C=C2)C2CCN(CC2)C)C2=C(C=CC(=C2)F)O